C(C)(C)(C)OC(=O)N1CC2=C(C(C1)(F)F)N(N=C2C(N)=O)COCC[Si](C)(C)C 3-carbamoyl-7,7-difluoro-1-(2-trimethylsilylethoxymethyl)-4,6-dihydropyrazolo[4,3-c]pyridine-5-carboxylic acid tert-butyl ester